C(ON1N=NC(=C1)C[C@H]1NC(NC1=O)=O)(O)=O (R)-4-((2,5-dioxoimidazolidin-4-yl)methyl)-1H-1,2,3-triazol-1-yl hydrogen carbonate